(3R,4R)-4-(((4-((3-aminobenzyl)amino)-8-isopropylpyrazolo[1,5-a][1,3,5]triazin-2-yl)amino)methyl)-1-methylpiperidin-3-ol NC=1C=C(CNC2=NC(=NC=3N2N=CC3C(C)C)NC[C@@H]3[C@H](CN(CC3)C)O)C=CC1